(1S)-N-(7-chloro-6-(4-((3S,4S)-4-methoxytetrahydrofuran-3-yl)piperazin-1-yl)isoquinolin-3-yl)-6-oxaspiro[2.5]octane-1-carboxamide ClC1=C(C=C2C=C(N=CC2=C1)NC(=O)[C@H]1CC12CCOCC2)N2CCN(CC2)[C@H]2COC[C@H]2OC